tert-butyl (1S*,2R*,5R*)-(±)-2-(benzyloxy)-3-oxo-8-azabicyclo[3.2.1]octane-8-carboxylate C(C1=CC=CC=C1)O[C@@H]1[C@@H]2CC[C@H](CC1=O)N2C(=O)OC(C)(C)C |r|